C(C)C1=C(C(C2=C(N1)COC2=O)C2=CC=CC=C2[N+](=O)[O-])C(=O)OCC ethyl 2-ethyl-4-(6-nitrophenyl)-5-oxo-1,4,5,7-tetrahydrofuro[3,4-b]pyridin-3-carboxylate